N1=NC(=NC=C1)C(C1=CC=C(CN2CC=CC3=CC=C(C=C23)Cl)C=C1)N N-(4-((1,2,4-triazin-3-yl)-aminomethyl)-benzyl)-7-chloroquinolin